N-(1-(4-(2-(2-aminopyridin-3-yl)-5-phenyl-3H-imidazo[4,5-b]pyridin-3-yl)benzyl)piperidin-4-yl)-6-cyanopicolinamide NC1=NC=CC=C1C1=NC=2C(=NC(=CC2)C2=CC=CC=C2)N1C1=CC=C(CN2CCC(CC2)NC(C2=NC(=CC=C2)C#N)=O)C=C1